N-((1S)-cycloheptyl(6-((2-oxopyrrolidin-3-yl)methyl)imidazo[1,2-b]pyridazin-2-yl)methyl)-4-methyl-1,2,5-oxadiazole-3-carboxamide C1(CCCCCC1)[C@H](NC(=O)C1=NON=C1C)C=1N=C2N(N=C(C=C2)CC2C(NCC2)=O)C1